9-sulfhydryl-2,3,6,7-tetrahydro-1H,5H,11H-pyrano[2,3-f]pyrido[3,2,1-ij]quinoline SC1=CCOC2=C3CCCN4C3=C(C=C21)CCC4